3-methyl-2-((meta-tolyloxy)methyl)pyridine CC=1C(=NC=CC1)COC=1C=C(C=CC1)C